1,3-tetradecadiene-6,7-diol C=CC=CCC(C(CCCCCCC)O)O